6-(2,4-Dimethoxypyrimidin-5-yl)-4-((1S,2S)-2-(fluoromethyl)cyclopropyl)-3-methylpyridazine COC1=NC=C(C(=N1)OC)C1=CC(=C(N=N1)C)[C@@H]1[C@H](C1)CF